N-(3-chloro-4-fluorophenyl)-1-(2-(3,3-difluoroazetidin-1-yl)-2-oxoacetyl)-7'-methyl-2'H,4'H,7'H-spiro[azetidine-3,3'-pyrrolo[3,4-b][1,4,5]oxathiazepine]-6'-carboxamide-1',1'-dioxide ClC=1C=C(C=CC1F)NC(=O)C=1N(C=C2C1OCC1(NS2(=O)=O)CN(C1)C(C(=O)N1CC(C1)(F)F)=O)C